ClC1=C(C=CC=C1)[C@H]1[C@@](O1)(C1=CC=C(C=C1)F)CN1N=CN=C1 |o1:7,8| rel-1-[[(2R,3S)-3-(2-chlorophenyl)-2-(4-fluorophenyl)oxacyclopropyl]methyl]-1H-1,2,4-triazole